NCC1=CC=C(C(=O)NC2=CC(=C(C=C2)C=2CCNCC2)C)C=C1 4-aminomethyl-N-[3-methyl-4-(1,2,3,6-tetrahydro-pyridin-4-yl)-phenyl]-benzamide